ClC=1C=C(OC=2C(=CC=3N(N2)C=CC3)C3=NOC[C@H](N3)CC3=C(C=C(C=C3)C)C)C=CC1 |r| 2-(3-chlorophenoxy)-3-[(5RS)-5-(2,4-dimethylbenzyl)-5,6-dihydro-4H-1,2,4-oxadiazin-3-yl]pyrrolo[1,2-b]pyridazine